C(CS(=O)(=O)[O-])S(=O)(=O)[O-].C(CCCCCCC)OC1=CC=C(C=C1)[I+]C1=CC=C(C=C1)OCCCCCCCC.C(CCCCCCC)OC1=CC=C(C=C1)[I+]C1=CC=C(C=C1)OCCCCCCCC bis(4-octyloxyphenyl)iodonium ethanedisulfonate